CC=1SC2=C(N1)CCCC2=O 5,6-dihydro-2-methylbenzo[d]thiazol-7(4H)-one